cyano-1,2,3,3-tetramethyl-3H-indolium iodide [I-].C(#N)C1=C2C(C(=[N+](C2=CC=C1)C)C)(C)C